C(C1=CC=CC=C1)OC(CNC(CCCOC=1C=C(C(=O)OC)C=CC1)=O)=O methyl 3-(4-((2-(benzyloxy)-2-oxoethyl)amino)-4-oxobutoxy)benzoate